NC1(CCC1)C(=O)N1CCC(CC1)N1N=CC(=C1C)C=1C=C(C=2N(C1)N=CC2C#N)O[C@H](C)C2=NC=C(C=C2)F (R)-6-(1-(1-(1-aminocyclobutane-1-carbonyl)piperidin-4-yl)-5-methyl-1H-pyrazol-4-yl)-4-(1-(5-fluoropyridin-2-yl)ethoxy)pyrazolo[1,5-a]pyridine-3-carbonitrile